(trans)-3-((2-((1-hydroxy-1,3-dihydrobenzo[c][1,2]oxaborol-5-yl)amino)-5-methylpyrimidin-4-yl)amino)tetrahydro-2H-pyran-4-carbonitrile OB1OCC2=C1C=CC(=C2)NC2=NC=C(C(=N2)N[C@@H]2COCC[C@H]2C#N)C